(S)-4-((2-methoxyethyl)((1-(2-(5,6,7,8-tetrahydro-1,8-naphthyridin-2-yl)ethyl)cyclopropyl)methyl)amino)-2-(1-methyl-1H-indazole-4-carboxamido)butanoic acid COCCN(CC[C@@H](C(=O)O)NC(=O)C=1C=2C=NN(C2C=CC1)C)CC1(CC1)CCC1=NC=2NCCCC2C=C1